3-dodecylthiophene C(CCCCCCCCCCC)C1=CSC=C1